4-[1-hydroxy-2-(3-methoxyphenylamino)ethyl]-1,3-dihydroimidazole-2-thione OC(CNC1=CC(=CC=C1)OC)C=1NC(NC1)=S